3-(1-methyl-2-oxo-1,2-dihydropyridin-4-yl)-7,8-dihydro-1,6-naphthyridin CN1C(C=C(C=C1)C=1C=NC=2CCN=CC2C1)=O